C(C=C)C1(CN(CCC1)C=1C2=C(N=C(N1)OC[C@]13CCCN3C[C@@H](C1)F)C(=C(N=C2)Cl)F)O 3-allyl-1-(7-chloro-8-fluoro-2-(((2R,7aS)-2-fluorotetrahydro-1H-pyrrolizin-7a(5H)-yl)methoxy)pyrido[4,3-d]pyrimidin-4-yl)piperidin-3-ol